tris-(3-triethoxysilyl-1-propyl)trithiophosphate C(C)O[Si](CCCSP(=S)(SCCC[Si](OCC)(OCC)OCC)OCCC[Si](OCC)(OCC)OCC)(OCC)OCC